trans-N-(6-bromo-3-isoquinolinyl)-4-formyl-cyclohexanecarboxamide BrC=1C=C2C=C(N=CC2=CC1)NC(=O)[C@@H]1CC[C@H](CC1)C=O